4-(2-Amino-2-methylpropanoyl)-N-(1-(4-((2-amino-7-azaspiro[3.5]non-7-yl)methyl)cyclohex-1-yl)-2-oxo-1,2-dihydropyrimidin-4-yl)piperazine-1-carboxamide NC(C(=O)N1CCN(CC1)C(=O)NC1=NC(N(C=C1)C1CCC(CC1)CN1CCC2(CC(C2)N)CC1)=O)(C)C